6-methyl-N-(1-methylcyclopropyl)-5-[4-(tetrachloropyridin-2-yl)piperazine-1-carbonyl]furo[2,3-d]pyrimidin-4-amine CC1=C(C2=C(N=CN=C2NC2(CC2)C)O1)C(=O)N1CCN(CC1)C1=NC(=C(C(=C1Cl)Cl)Cl)Cl